lauric acid monoisopropyl amide C(C)(C)NC(CCCCCCCCCCC)=O